(S)-3-(4-chloro-3-((2S,3R)-4,4,4-trifluoro-3-methyl-2-(1-methyl-1H-indol-6-yl)Butylamino)phenyl)-3-cyclopropylpropionic acid ClC1=C(C=C(C=C1)[C@@H](CC(=O)O)C1CC1)NC[C@@H]([C@H](C(F)(F)F)C)C1=CC=C2C=CN(C2=C1)C